N-[1-(4-bromo-5-ethyl-1-methyl-1H-pyrazol-3-yl)-3-(morpholin-4-yl)propyl]-N-methylcarbamic acid tert-butyl ester C(C)(C)(C)OC(N(C)C(CCN1CCOCC1)C1=NN(C(=C1Br)CC)C)=O